N[C@@H](C(C([2H])([2H])[2H])C([2H])([2H])[2H])C(=O)O Valine-4,4,4,4',4',4'-d6